CN(CCOC1=C(C=C(C=C1)C1=CC(=C(C=C1)C=1NC(C2=C(N1)NN=N2)=O)OCC)C=CC(=O)O)C 3-(4-(2-(dimethylamino)ethoxy)-3'-ethoxy-4'-(7-oxo-6,7-dihydro-3H-[1,2,3]triazolo[4,5-d]pyrimidin-5-yl)-[1,1'-biphenyl]-3-yl)acrylic acid